C(N)(=O)CC[C@@H](C(NCC1=CC=C(C=C1)C(C)C)=O)NC(=O)[C@@H]1CC[C@H]2N1C([C@H](CNCC2)NC(OC(C)(C)C)=O)=O tert-butyl N-[(5S,8S,10aR)-8-{[(1S)-3-carbamoyl-1-{[(4-isopropylphenyl)methyl] carbamoyl} propyl] carbamoyl}-6-oxo-octahydro-1H-pyrrolo[1,2-a][1,5]diazocin-5-yl]carbamate